5-(3-(dimethylamino)propoxy)thiochroman-4-one CN(CCCOC1=C2C(CCSC2=CC=C1)=O)C